5-[2-fluoro-6-(methylsulfanyl)pyridin-4-yl]phenol FC1=NC(=CC(=C1)C=1C=CC=C(C1)O)SC